FC=1C=C(C=CC1F)[C@H]1[C@@H](C1)C#N (1R,2R)-2-(3,4-difluorophenyl)cyclopropanenitrile